5-bromo-N-[(1R)-1-[3-(difluoromethyl)-2-fluoro-phenyl]ethyl]-1H-indazole-7-carboxamide BrC=1C=C2C=NNC2=C(C1)C(=O)N[C@H](C)C1=C(C(=CC=C1)C(F)F)F